C1=CC(=CC=2SC3=C(C21)C=CC=C3)C3=C(C(=NC(=C3N3C2=CC=C(C=C2C=2C=C(C=CC32)C#N)C#N)C=3C=CC=2N(C1=CC=CC=C1C2C3)C3=CC=CC=C3)N3C2=CC=C(C=C2C=2C=C(C=CC32)C#N)C#N)N3C2=CC=C(C=C2C=2C=C(C=CC32)C#N)C#N 9,9',9''-(4-(dibenzo[b,d]thiophen-3-yl)-6-(9-phenyl-9H-carbazol-3-yl)pyridine-2,3,5-triyl)tris(9H-carbazole-3,6-dicarbonitrile)